Tert-Butyl (4-(5-(Trifluoromethyl)-1,3,4-Oxadiazol-2-Yl)Pyridin-2-Yl)Carbamate FC(C1=NN=C(O1)C1=CC(=NC=C1)NC(OC(C)(C)C)=O)(F)F